1-methoxypropyl-2-acetate CC(COC)OC(=O)C